FC1=C(C=CC=C1)C1=CC(=CN1S(=O)(=O)C1=CC=C(C)C=C1)C=O 5-(2-fluorophenyl)-1-tosyl-1H-pyrrole-3-carbaldehyde